N-[2-(azetidin-1-yl)quinolin-7-yl]-3,4-dihydroxyoxacyclopentane-2-carboxamide N1(CCC1)C1=NC2=CC(=CC=C2C=C1)NC(=O)C1OCC(C1O)O